C(C)NC(NN=C1C(C(=NN1C1=CC=CC=C1)C1=CC=CC=C1)CC1=C(C=CC=C1)Cl)=S 1,3-diphenyl-4-o-chlorobenzyl-5-pyrazolone N(4)-ethyl-thiosemicarbazone